CN1N=C(C(=C1)C)N\C(\C)=C\1/C(NC2=CN=C(C=C21)C=2C=NC=CC2C)=O (Z)-3-(1-((1,4-Dimethyl-1H-pyrazol-3-yl)amino)ethylidene)-5-(4-methylpyridin-3-yl)-1H-pyrrolo[2,3-c]pyridin-2(3H)-one